CC1=C(C=C(C=C1)NC(C1=CC(=CC=C1)C(F)(F)F)=O)C1=CC2=C(N=C(N=C2)NCCOC2=CC=C(C=C2)[N+](=O)[O-])C(N1C)=O N-(4-methyl-3-(7-methyl-2-((2-(4-nitrophenoxy)ethyl)amino)-8-oxo-7,8-dihydropyrido[3,4-d]pyrimidin-6-yl)phenyl)-3-(trifluoromethyl)benzamide